4-dodecanol CCCC(CCCCCCCC)O